C(C)(C)(C)NS(=O)(=O)C=1C=C(C=CC1)NC(C1=C(C=C(C=C1)S(N)(=O)=O)N1CCC2(CC2)CC1)=O N-(3-(N-(tert-butyl)sulfamoyl)phenyl)-2-(6-azaspiro[2.5]octan-6-yl)-4-sulfamoylbenzamide